[C@@H]1([C@H](O)[C@@H](O)[C@H](O)[C@H](O1)CO)O[C@@H]1[C@H]([C@H]([C@H](O)O[C@H]1C)O)O β-D-glucopyranosyl-(1-4)-α-L-rhamnopyranose